3-(((1-ethylazetidin-3-yl)(methyl)carbamoyl)oxy)propane-1,2-diyl distearate C(CCCCCCCCCCCCCCCCC)(=O)OCC(COC(N(C)C1CN(C1)CC)=O)OC(CCCCCCCCCCCCCCCCC)=O